{1-[6-(3-Cyano-5-fluoro-2-methoxymethoxy-phenyl)-3-(3-fluoro-5-methyl-phenyl)-[1,5]naphthyridin-4-yl]-piperidin-4-yl}-carbamic acid tert-butyl ester C(C)(C)(C)OC(NC1CCN(CC1)C1=C(C=NC2=CC=C(N=C12)C1=C(C(=CC(=C1)F)C#N)OCOC)C1=CC(=CC(=C1)C)F)=O